OC1=CC=C(C=C1)N=NC1=CC=C(C=C1)S(=O)(=O)O 4-[(4-hydroxyphenyl)diazenyl]-benzenesulphonic acid